CO[C@@H]1[C@H](CN([C@@H](COC=2C=CC(=CC2C(N(C1)C)=O)NC(=O)C1CCCCC1)C)CC=1SC=CN1)C N-[(4R,7S,8R)-8-methoxy-4,7,10-trimethyl-11-oxo-5-(1,3-thiazol-2-ylmethyl)-2-oxa-5,10-diazabicyclo[10.4.0]hexadeca-1(12),13,15-trien-14-yl]cyclohexanecarboxamide